CC1=NC=2N(C(=C1)C1CN(CCC1)C(=O)C=1C=C3C=CC(NC3=CC1)=O)N=CN2 6-[(3-{5-methyl-[1,2,4]triazolo[1,5-a]pyrimidin-7-yl}piperidin-1-yl)carbonyl]quinolone